C(=C)S(=O)(=O)N1CCC2=CC=CC=C12 1-vinylsulfonylindoline